α-ethyltryptamine C(C)C(N)CC1=CNC2=CC=CC=C12